1,3-dihydro-2H-imidazo[4,5-b]Pyridine N1CNC2=NC=CC=C21